C(N)(OC=1C(=NC(=CC1)C(=O)C1(CC(C1)(F)F)C1=NC=CC=C1)C(C)(C)C)=O (tert-butyl 6-(3,3-difluoro-1-(pyridin-2-yl) cyclobutane-1-carbonyl) pyridin-3-yl) carbamate